2-chloro-6-((1-(5-methyl-2-((tetrahydro-2H-pyran-4-yl)amino)-pyrimidin-4-yl)-1H-imidazole-4-carboxamido)-methyl)benzyl acetate C(C)(=O)OCC1=C(C=CC=C1CNC(=O)C=1N=CN(C1)C1=NC(=NC=C1C)NC1CCOCC1)Cl